ClC1=C(C=C(C=C1)N1N=CN=C1CO)F (1-(4-chloro-3-fluorophenyl)-1H-1,2,4-triazol-5-yl)methanol